1-(2-(difluoromethyl)-4-fluorophenyl)ethan-1-one FC(C1=C(C=CC(=C1)F)C(C)=O)F